2-fluoro-4-methyl-5-(pyridin-2-yl)aniline Methyl-(Z)-1-(2-((1,3-dioxoisoindolin-2-yl)methyl)-3-fluoroallyl)-1H-pyrrole-3-carboxylate COC(=O)C1=CN(C=C1)C/C(=C/F)/CN1C(C2=CC=CC=C2C1=O)=O.FC1=C(N)C=C(C(=C1)C)C1=NC=CC=C1